O=C1NC(CCC1N1C(C2=CC=CC(=C2C1=O)NCCCCCCS(=O)(=O)[O-])=O)=O 5-((2-(2,6-dioxopiperidin-3-yl)-1,3-dioxoisoindolin-4-yl)amino)pentylmethanesulfonate